C(C)(=O)N[C@@H](C=O)[C@@H](O)[C@H](O)[C@H](O)C(=O)[O-] N-acetyl-2-amino-2-deoxyglucuronate